N1(C=NC=C1)C(=O)NCCCN(C(OC(C)(C)C)=O)C tert-Butyl (3-(1H-imidazole-1-carboxamido)propyl)(methyl)carbamate